NC(C(=O)OC)CC1=C(C=CC=C1)Br methyl 2-amino-3-(2-bromophenyl)propanoate